magnesium diascorbate O=C1C(O)=C([O-])[C@H](O1)[C@@H](O)CO.O=C1C(O)=C([O-])[C@H](O1)[C@@H](O)CO.[Mg+2]